ClC1=CC=C(C=C1)[C@H](C)NC=1N=CC2=C(N1)N(C(C=C2)=O)C(CC)CC 2-{[(1S)-1-(4-chlorophenyl)ethyl]amino}-8-(penta-3-yl)pyrido[2,3-d]pyrimidin-7(8H)-one